C(C)(C)(C)OC(=O)N1CC2=CC(=C(C=C2CC1)O)C=O 7-formyl-6-hydroxy-3,4-dihydroisoquinoline-2(1H)-carboxylic acid tert-butyl ester